ClC=1C=C(NC2(CCC3(C(=CC4=CC=CC=C34)C3=C(C=CC(=C3)OC)C)CC2)C(=O)O)C=CC1 (1s,4s)-4-(3-chloroanilino)-2'-(5-methoxy-2-methylphenyl)spiro[cyclohexane-1,1'-indene]-4-carboxylic acid